FC[C@H](N1C(=NC=C1)C)C1=CC=C(C=C1)NC(=O)NCC1=NC=C(C=C1)F (R)-1-(4-(2-fluoro-1-(2-methyl-1H-imidazol-1-yl)ethyl)phenyl)-3-((5-fluoropyridin-2-yl)methyl)urea